(E)-4-(4-isopropyl-3-methoxyphenylvinyl)isothiazole C(C)(C)C1=C(C=C(C=C1)/C=C/C=1C=NSC1)OC